tert-butyl 1-[5-(4-formylphenyl)pyrimidin-2-yl]pyrazole-4-carboxylate C(=O)C1=CC=C(C=C1)C=1C=NC(=NC1)N1N=CC(=C1)C(=O)OC(C)(C)C